BrC1=CC(=C(C(=O)NC2=NC(=NC=C2)Cl)C=C1)F 4-bromo-N-(2-chloropyrimidin-4-yl)-2-fluorobenzamide